FC(OC1=CC(=C(C=C1)C1=C(C2=C(N=N1)N(CC2)[C@@H]2C(NCC2)=O)C)O)F (3S)-3-{3-[4-(difluoromethoxy)-2-hydroxyphenyl]-4-methyl-5,6-dihydro-7H-pyrrolo[2,3-c]pyridazin-7-yl}pyrrolidin-2-one